2-{methyl[2-(4-methylpyridin-2-yl)-5H,6H,7H-cyclopenta[d]pyrimidin-4-yl]amino}-N-(3-methyloxolan-3-yl)acetamide CN(CC(=O)NC1(COCC1)C)C=1C2=C(N=C(N1)C1=NC=CC(=C1)C)CCC2